FC1=C(C=C(C=C1)NC(=O)C=1N(C=C2C1OCC1(C(NS2(=O)=O)CN(C1)C(=O)C=1N=COC1C)C)C)C N-(4-fluoro-3-methylphenyl)-7,10a-dimethyl-2-(5-methyloxazole-4-carbonyl)-2,3,3a,4,10,10a-hexahydro-1H,7H-dipyrrolo[3,4-b:3',4'-f][1,4,5]oxathiazocine-8-carboxamide 5,5-dioxide